butyl 4-(4-amino-1H-pyrazol-1-yl)piperidine-1-carboxylate NC=1C=NN(C1)C1CCN(CC1)C(=O)OCCCC